C(#N)C1=C(C(=CC=C1)F)CC(=O)OC methyl 2-(2-cyano-6-fluorophenyl)acetate